methyl 1-(methylsulfonyl)indoline-6-carboxylate CS(=O)(=O)N1CCC2=CC=C(C=C12)C(=O)OC